FS(C=1C=C(C=CC1)C(C)NC1=CC=NC=C1)(F)(F)(F)F 4-((1-(3-(pentafluoro-λ6-sulfanyl)phenyl)ethyl)amino)pyridine